4-(4-Acrylpiperazin-1-yl)-7-(5-chloro-6-fluoro-1H-indazol-4-yl)-6-fluoro-1-(2-isopropyl-4-methylpyridin-3-yl)-2-oxo-1,2-dihydro-1,8-naphthyridine-3-carbonitrile C(=O)(C=C)N1CCN(CC1)C1=C(C(N(C2=NC(=C(C=C12)F)C1=C2C=NNC2=CC(=C1Cl)F)C=1C(=NC=CC1C)C(C)C)=O)C#N